(4-Hydroxyphenylethyl)-1H-benzo[d]imidazol hydrochloride Cl.OC1=CC=C(C=C1)CCN1C=NC2=C1C=CC=C2